BrC1=CC(=C(C(=C1)C1=CC(=C(C=C1)F)C)N)C 5-bromo-4'-fluoro-3,3'-dimethyl-[1,1'-biphenyl]-2-amine